FC=1C=C2C(NN=C(C2=CC1F)[C@@H](C)N(C(=O)C=1C=C2C=NNC2=CC1)C)=O.[I].[Li] |r| Lithium Iodine Racemic-N-(1-(6,7-difluoro-4-oxo-3,4-dihydrophthalazin-1-yl)ethyl)-N-methyl-1H-indazole-5-carboxamide